N[C@H](CC=1C=C2C(=NC(=NN2C1C)Cl)NCC=1SC=CC1)CF (R)-6-(2-amino-3-fluoropropyl)-2-chloro-7-methyl-N-(thiophen-2-ylmethyl)pyrrolo[2,1-f][1,2,4]triazin-4-amine